4-METHYLPHENYLISOCYANIDE CC1=CC=C(C=C1)[N+]#[C-]